O[C@@H]1CN2C(OC1)=C(C=N2)S(=O)(=O)NC(NC2=C1C(=CC=3CCCC23)CC1)=O (R)-6-hydroxy-N-((2,4,5,6-tetrahydro-1H-cyclobuta[f]inden-3-yl)carbamoyl)-6,7-dihydro-5H-pyrazolo[5,1-b][1,3]oxazine-3-sulfonamide